ClC1=CC=C(C=C1)C(=O)C1=CC=C(C=C1)C1=NOC(C1)(C(F)(F)F)O (4-chlorophenyl){4-[5-hydroxy-5-(trifluoromethyl)-4,5-dihydro-1,2-oxazol-3-yl]phenyl}methanone